CCCCCCCCCCCCC1=CC=CC=C1OC2=CC=CC=C2 Dodecyl Diphenyl Ether